BS(=O)(=O)[O-] borylsulfonate